BrC=1C=CC(=C(C1)NC(C(C(C1CC1)C1CC1)NC(OCC1=CC=CC=C1)=O)=O)O benzyl (1-((5-bromo-2-hydroxyphenyl)amino)-3,3-dicyclopropyl-1-oxopropan-2-yl)carbamate